CC(C(=O)OCC(C)(C1=CC(=C(C=C1)F)Cl)NC(NC1=C(C(=CC=C1)CN1C(SC=C1)=N)N)=S)(C)C 2-[({2-amino-3-[(2-imino-2,3-dihydro-1,3-thiazol-yl)methyl]phenyl}carbamothioyl)-amino]-2-(3-chloro-4-fluorophenyl)propyl 2,2-dimethylpropanoate